C1(=CC=CC=2C3=CC=CC=C3NC12)C1=C(C(=C(C(=C1C#N)C1=CC=CC=2C3=CC=CC=C3NC12)C1=CC=CC=2C3=CC=CC=C3NC12)C1=CC=CC=2C3=CC=CC=C3NC12)C#N 2,4,5,6-tetracarbazolyl-1,3-dicyanobenzene